C(C)(C)C1=C(NC2=CC=C(C=C12)C1OCCN(C1)CC(=O)NC)C=1C=C(C=2N(C1)N=CN2)C 2-(2-(3-isopropyl-2-(8-methyl-[1,2,4]triazolo[1,5-a]pyridin-6-yl)-1H-indol-5-yl)morpholino)-N-methylacetamide